C1(CCCC1)C=1C=NN(C1)C1=NC(=NC=C1C(F)(F)F)NC1=CC=C(C=C1)S(=O)(=O)NC 4-((4-(4-cyclopentyl-1H-pyrazol-1-yl)-5-(trifluoromethyl)pyrimidin-2-yl)amino)-N-methylbenzenesulfonamide